2-(4-morpholinylbutyl)-4-phenylpyridazin-3(2H)-one hydrochloride Cl.N1(CCOCC1)CCCCN1N=CC=C(C1=O)C1=CC=CC=C1